phenylpyrrolidin C1(=CC=CC=C1)N1CCCC1